NC1=C2N=CN(C2=NC(=N1)N(C)C)CC(=O)N1[C@@H]2C[C@@H]2C[C@H]1C(=O)NCC1=C(C(=CC=C1)Cl)F (1R,3S,5R)-2-(2-(6-amino-2-(dimethylamino)-9H-purin-9-yl)acetyl)-N-(3-chloro-2-fluorophenylmethyl)-2-azabicyclo[3.1.0]hexane-3-carboxamide